4-amino-6'-(3-hydroxy-3-methylpyrrolidine-1-yl)-4'-methoxy-6-(thiazole-2-yl)-[2,2'-bipyridine] Hydrochloride Cl.NC1=CC(=NC(=C1)C=1SC=CN1)C1=NC(=CC(=C1)OC)N1CC(CC1)(C)O